3-(1-methyl-6-(1-(piperidin-4-ylmethyl)piperidin-4-yl)-1H-indazol-3-yl)piperidine-2,6-dione CN1N=C(C2=CC=C(C=C12)C1CCN(CC1)CC1CCNCC1)C1C(NC(CC1)=O)=O